C1(=CC=CC=C1)C#CC=1C(=NC=CN1)C#N 3-(phenylethynyl)pyrazine-2-nitrile